(2-[(trimethoxysilyl)methoxy]-5-hydroxyphenyl)tri(p-tolyl)phosphonium bromide [Br-].CO[Si](OC)(OC)COC1=C(C=C(C=C1)O)[P+](C1=CC=C(C=C1)C)(C1=CC=C(C=C1)C)C1=CC=C(C=C1)C